methyl 4'-(aminomethyl)-[1,1'-biphenyl]-4-carboxylate NCC1=CC=C(C=C1)C1=CC=C(C=C1)C(=O)OC